C(C)(C)(C)OC(N(CC(CC#C)O)CC=C)=O allyl-N-(2-hydroxypent-4-ynyl)carbamic acid tert-butyl ester